3-(5-(((1R,2R)-2-(((4-methoxycyclohexyl)methyl)amino)cyclopentyl)oxy)-1-oxoisoindolin-2-yl)piperidine-2,6-dione COC1CCC(CC1)CN[C@H]1[C@@H](CCC1)OC=1C=C2CN(C(C2=CC1)=O)C1C(NC(CC1)=O)=O